C1(CC1)NC1=CC=C(C(=N1)F)C1=NN(C=C1C(=O)N[C@@H]1C(NC2=C(C(=N1)C1=CC=CC=C1)C=CC=C2)=O)C2CCOCC2 3-[6-(Cyclopropylamino)-2-fluoropyridin-3-yl]-1-(oxan-4-yl)-N-[(3S)-2-oxo-5-phenyl-1,3-dihydro-1,4-benzodiazepin-3-yl]pyrazole-4-carboxamide